C(CCCCCCCCCCCCCCCCCCC)(=O)OCCOC(CCCCCCCCCCCCCCCCCCC)=O ethylene glycol dieicosanate